N-(5-chloro-3-methyl-1H-pyrazol-4-yl)-5-fluoro-4-(5-fluoro-6-(1-hydroxyethyl)pyridin-2-yl)-2-(((S)-1,1,1-trifluoropropan-2-yl)oxy)benzamide ClC1=C(C(=NN1)C)NC(C1=C(C=C(C(=C1)F)C1=NC(=C(C=C1)F)C(C)O)O[C@H](C(F)(F)F)C)=O